3-[5,5,6-trimethylbicyclo[2.2.1]hept-2-yl]cyclohexan CC1(C2CC(C(C1C)C2)C2CCCCC2)C